N-(1-([1,1'-biphenyl]-4-ylmethyl)-1H-indol-5-yl)acrylamide C1(=CC=C(C=C1)CN1C=CC2=CC(=CC=C12)NC(C=C)=O)C1=CC=CC=C1